CC1(OC(C(C(O1)=O)=CNC=1C=C(C(=CC1)C(=O)OC)C(=O)OC)=O)C dimethyl 4-[(2,2-dimethyl-4,6-dioxo-1,3-dioxan-5-ylidene)methylamino]benzene-1,2-dicarboxylate